benzyl 3-((tert-butoxycarbonyl)(methyl)amino)-4-methoxypyrrolidine-1-carboxylate C(C)(C)(C)OC(=O)N(C1CN(CC1OC)C(=O)OCC1=CC=CC=C1)C